2,2-bis-(4-β-hydroxyethoxyphenyl)-propane OCCOC1=CC=C(C=C1)C(C)(C)C1=CC=C(C=C1)OCCO